3-(6-(4-(2-(2-Aminopyridin-3-yl)-5-phenyl-3H-imidazo[4,5-b]pyridin-3-yl)benzyl)-2,6-diazaspiro[3.3]heptan-2-yl)-4-methoxycyclobut-3-ene-1,2-dione NC1=NC=CC=C1C1=NC=2C(=NC(=CC2)C2=CC=CC=C2)N1C1=CC=C(CN2CC3(CN(C3)C=3C(C(C3OC)=O)=O)C2)C=C1